5-(5-bromo-6-fluoro-pyridin-2-yl)-N,N-dimethyl-pyridin-2-amine BrC=1C=CC(=NC1F)C=1C=CC(=NC1)N(C)C